N1C=CC2=CC(=CC=C12)NS(=O)(=O)C1=C(C=CC=C1)NCC(=O)NC1=C(C=CC(=C1)Cl)OC 2-((2-(N-(1H-INDOL-5-YL)SULFAMOYL)PHENYL)AMINO)-N-(5-CHLORO-2-METHOXYPHENYL)ACETAMIDE